3-(6-methoxypyridin-3-yl)-3,4-dihydro-quinazolin-2(1H)-one COC1=CC=C(C=N1)N1C(NC2=CC=CC=C2C1)=O